2-(3-(3-chloro-4-((3,5-difluoropyridin-2-yl)methoxy)-5',6-dimethyl-2-carbonyl-2H-[1,4'-bipyridyl]-2'-yl)-1H-pyrazol-1-yl)-2-methylpropionamide ClC=1C(N(C(=CC1OCC1=NC=C(C=C1F)F)C)C1=CC(=NC=C1C)C1=NN(C=C1)C(C(=O)N)(C)C)=C=O